(5E)-5-benzylidene-2,2-dimethyl-N-pentyl-4-(1-piperidinyl)piperidine-1-carboxamide C(/C1=CC=CC=C1)=C/1\C(CC(N(C1)C(=O)NCCCCC)(C)C)N1CCCCC1